FC1=C(N)C=C(C(=C1)B1OC(C(O1)(C)C)(C)C)C(F)(F)F 2-fluoro-4-(4,4,5,5-tetramethyl-1,3,2-dioxaborolan-2-yl)-5-(trifluoromethyl)aniline